ClC1=C(C=CC=C1C1=C(C(=NC=C1)Cl)Cl)C1=CC(=C(C(=C1)OC)CN(C(OC(C)(C)C)=O)C[C@H]1NC(CC1)=O)F tert-Butyl (S)-((2'-chloro-3'-(2,3-dichloropyridin-4-yl)-3-fluoro-5-methoxy-[1,1'-biphenyl]-4-yl)methyl)((5-oxopyrrolidin-2-yl)methyl)carbamate